5-Chloro-2-[(6-chloro-3-morpholinyl-4-quinolinyl)amino]benzoic acid ClC=1C=CC(=C(C(=O)O)C1)NC1=C(C=NC2=CC=C(C=C12)Cl)N1CCOCC1